N[C@H]1CN(C[C@@H](C1)F)C(=O)C=1C=C(C=2N(C1)N=C(C2C)C=2N(C1=CC(=CC=C1C2)C2=CC=1N(C=C2)C(=NN1)C)CC1CC1)OC ((3R,5R)-3-amino-5-fluoropiperidin-1-yl)(2-(1-(cyclopropylmethyl)-6-(3-methyl-[1,2,4]triazolo[4,3-a]pyridin-7-yl)-1H-indol-2-yl)-4-methoxy-3-methylpyrazolo[1,5-a]pyridin-6-yl)methanone